1-(3-amino-5-chlorophenyl)pyrrolidin-2-one NC=1C=C(C=C(C1)Cl)N1C(CCC1)=O